N/C(/NCCCC(NC([C@H](C1=CC=CC=C1)C1=CC=C(C=C1)NCCCNC(CCCCCNC(OC(C)(C)C)=O)=O)=O)C(NCC1=CC=C(C=C1)O)=O)=N/C(NCCNC(CC)=O)=O tert-Butyl (6-((3-((4-((1R,Z)-9-amino-4-((4-hydroxybenzyl)carbamoyl)-2,11,16-trioxo-1-phenyl-3,8,10,12,15-pentaazaoctadec-9-en-1-yl)phenyl)amino)propyl)amino)-6-oxohexyl)carbamate